C(C)C1=C(C2=CC=CC=C2C(=C1)OC(=O)OCCCC)OC(=O)OCCCC 2-ethyl-1,4-bis(n-butoxycarbonyloxy)naphthalene